N-(5-((6-((R)-3-(3-chloro-2-fluorophenyl)isoxazolidine-2-yl)pyrimidine-4-yl)amino)-2-(4-(dimethylamino)piperidine-1-yl)-4-methoxyphenyl)acrylamide ClC=1C(=C(C=CC1)[C@@H]1N(OCC1)C1=CC(=NC=N1)NC=1C(=CC(=C(C1)NC(C=C)=O)N1CCC(CC1)N(C)C)OC)F